ClC=1N=CC2=C(N1)CCC2 2-chloro-6,7-dihydro-5H-cyclopenta[d]pyrimidin